(S)-N-(5-bromo-2-((4,4-difluorocyclohexyl)amino)phenyl)-5-oxopyrrolidine-2-carboxamide BrC=1C=CC(=C(C1)NC(=O)[C@H]1NC(CC1)=O)NC1CCC(CC1)(F)F